ClC=1C(=CC(=C(O[C@H](C(=O)O)C)C1)C(CC)(F)F)F (2S)-2-[5-chloro-2-(1,1-difluoropropyl)-4-fluorophenoxy]propionic acid